1-hex-ene C=CCCCC